[3-(3,5-difluorophenyl)-2,7-dimethyl-5,7-dihydro-4H-pyrazolo[3,4-c]pyridin-6-yl]methanone FC=1C=C(C=C(C1)F)C=1N(N=C2C(N(CCC21)C=O)C)C